Cl.C1(=CC=C(C=C1)C[C@H](C[C@H](C(=O)O)C)N)C1=CC=CC=C1 (2R,4S)-5-([1,1'-biphenyl]-4-yl)-4-amino-2-methyl-pentanoic acid hydrochloride